FC=1C=C(C=C2C(CNC(C12)=O)(C)C)B1OC(C(O1)(C)C)(C)C 8-fluoro-4,4-dimethyl-6-(4,4,5,5-tetramethyl-1,3,2-dioxaborolan-2-yl)-3,4-dihydroisoquinolin-1(2H)-one